C(C)(C)N1CCN(CC1)C1=CC=C(C=C1)C=1C=C(C2=C(N(C=N2)C)C1)C1=CC=C(C=C1)N1CCN(CC1)C1COC1 6-(4-(4-isopropylpiperazin-1-yl)phenyl)-1-methyl-4-(4-(4-(oxetan-3-yl)piperazin-1-yl)phenyl)-1H-benzo[d]imidazole